1,2,3,4,5,6-hexamercaptobenzene SC1=C(C(=C(C(=C1S)S)S)S)S